C(CC)NC=1C2=C(N=C(N1)N1C=CC3=NC=CC=C31)C=NC=C2 N-propyl-2-{1H-pyrrolo[3,2-b]pyridin-1-yl}pyrido[3,4-d]pyrimidin-4-amine